BrC1=C(C=C2C(=NC(=NC2=C1)O)O)I 7-bromo-6-iodo-quinazoline-2,4-diol